6-[[4-[[(1S)-2-hydroxy-1-phenyl-ethyl]amino]-5-(1H-tetrazol-5-yl)pyrimidin-2-yl]amino]-3,4-dihydro-1H-quinolin-2-one OC[C@H](C1=CC=CC=C1)NC1=NC(=NC=C1C1=NN=NN1)NC=1C=C2CCC(NC2=CC1)=O